[F-].[Tm+3].[F-].[F-] thulium(III) fluoride